3-(2,3-difluoro-4-methoxyphenyl)-1H-pyrazolo[3,4-d]pyrimidin-4-amine FC1=C(C=CC(=C1F)OC)C1=NNC2=NC=NC(=C21)N